CC(O[SiH](OCC)OC)C dimethyldimethoxy(ethoxy)silane